3-bromo-N-[(4-methoxyphenyl)methyl]-N-methyl-4-[[(2S)-2-phenylpropyl]amino]benzenesulfonamide BrC=1C=C(C=CC1NC[C@@H](C)C1=CC=CC=C1)S(=O)(=O)N(C)CC1=CC=C(C=C1)OC